N1=CC=C2N1C=CC(=C2)N pyrazolo[1,5-a]pyridin-5-ylamine